C1(=CC=CC=C1)C=1N=C2C=3C(=CC=C2C(C1OC)=O)C=CN3 8-phenyl-7-methoxy-pyrrolo[3,2-h]quinolin-6-one